4-bromo-2-methoxy-pyrazolo[1,5-a]pyridine BrC=1C=2N(C=CC1)N=C(C2)OC